O=C1NC(CCC1N1C(N(C2=C1C=CC(=C2)CN(C(OCC2=CC=CC=C2)=O)CCN2C[C@H](OCC2)CNC)C)=O)=O Benzyl N-[[1-(2,6-dioxo-3-piperidyl)-3-methyl-2-oxo-benzimidazol-5-yl]methyl]-N-[2-[(2R)-2-(methylaminomethyl)morpholin-4-yl]ethyl]carbamate